BrC=1C=NN(C1)CC=1C=CC(=NC1)F 5-((4-bromo-1H-pyrazol-1-yl)methyl)-2-fluoropyridine